BrC=1C=C2C(=NC1)N(C=C2)[C@@H](C)C2=NC=CC=C2 (S)-5-bromo-1-(1-(pyridin-2-yl)ethyl)-1H-pyrrolo[2,3-b]pyridine